O[C@@H](CN1C[C@H]2CCCC[C@H]2C[C@H]1C(=O)N)CN[C@@H](C)C1=CC=C(C=C1)Cl (3S,4aS,8aS)-2-{(R)-2-hydroxy-3-[(S)-1-(4-chlorophenyl)ethylamino]propyl}decahydroisoquinoline-3-carboxamide